C(C1=CC=CC=C1)NC1=C2N=CN(C2=NC(=N1)C=1C=NC=C(C1)C)[C@H]1[C@@H]([C@@H]([C@H](O1)C(=O)NC(C)C)O)O (2S,3S,4R,5R)-5-(6-(benzylamino)-2-(5-methylpyridin-3-yl)-9H-purin-9-yl)-3,4-dihydroxyl-N-isopropyltetrahydrofuran-2-formamide